ClC1=NC=CC(=C1)CNC(=O)NC1CC2(C1)CCC2 1-[[2-chloropyridin-4-yl]methyl]-3-spiro[3.3]heptan-2-ylurea